C(C)(C)(C)OC(=O)N1[C@@H](COCC1)C=1C=C(C=C2CCN(CC12)C(C(C)(C)O)=O)Cl (R)-3-[6-chloro-2-(2-hydroxy-2-methylpropanoyl)-1,2,3,4-tetrahydroisoquinolin-8-yl]morpholine-4-carboxylic acid tert-butyl ester